6-((2-((4R,5S)-5-fluoro-4-hydroxy-3,3-dimethylpiperidin-1-yl)pyrimidin-4-yl)amino)-4-isopropyl-N-methyl-2,7-naphthyridine-1-carboxamide F[C@@H]1[C@@H](C(CN(C1)C1=NC=CC(=N1)NC=1C=C2C(=CN=C(C2=CN1)C(=O)NC)C(C)C)(C)C)O